C1(CC1)N1N=C(C=C1C1CCC(CC1)N1C[C@]2(CCS(C2)(=O)=O)CCC1)C(F)(F)F (R)-7-((1R,4R)-4-(1-cyclopropyl-3-(trifluoromethyl)-1H-pyrazol-5-yl)cyclohexyl)-2-thia-7-azaspiro[4.5]decane 2,2-dioxide